3-(5-(11-hydroxyundecyl)-1-oxoisoindolin-2-yl)piperidine-2,6-dione OCCCCCCCCCCCC=1C=C2CN(C(C2=CC1)=O)C1C(NC(CC1)=O)=O